3-{[6-(3,5-dimethyl-1,2-oxazol-4-yl)pyridazin-3-yl]amino}-N-[(5-methylfuran-2-yl)methyl]benzamide CC1=NOC(=C1C1=CC=C(N=N1)NC=1C=C(C(=O)NCC=2OC(=CC2)C)C=CC1)C